FC1=C(C=CC(=C1)F)C(C#CCO)(CN1N=CN=C1)O 4-(2,4-difluorophenyl)-5-(1H-1,2,4-triazol-1-yl)pent-2-yne-1,4-diol